trimethylolpropane trifuranacrylate O1C(=CC=C1)C=CC(=O)O.O1C(=CC=C1)C=CC(=O)O.O1C(=CC=C1)C=CC(=O)O.C(O)C(CC)(CO)CO